NC1=NCN(C2=CC=CC=C12)C1=C2C=CN=C(C2=CC=C1C)NC1=C(C(=C(C(=C1)F)F)F)F 4-amino-N-(6-methyl-1-((2,3,4,5-tetrafluorophenyl)amino)isoquinolin-5-yl)quinazoline